2'-bromo-5'-(4-chloro-3-fluorophenyl)-5',6'-dihydrospiro[cyclobutane-1,7'-pyrrolo[2,3-b]pyrazine] BrC=1N=C2C(=NC1)N(CC21CCC1)C1=CC(=C(C=C1)Cl)F